N-BOC-allylamine C(=O)(OC(C)(C)C)NCC=C